[I-].CN1C=[N+](C=C1)CCC 1-methyl-3-propylimidazolium iodide salt